ClC1=C(C=CC=C1)C(C#N)C1=NC=CC(=C1)C(F)(F)F (2-chlorophenyl)-2-(4-(trifluoromethyl)pyridin-2-yl)acetonitrile